1-(4-Chloro-2-hydroxyphenyl)-3-(3,4-dihydro-2H-1,5-benzodioxepin-7-yl)prop-2-en-1-one ClC1=CC(=C(C=C1)C(C=CC1=CC2=C(OCCCO2)C=C1)=O)O